N-(4-(1H-pyrazol-1-yl)benzyl)-2-((dimethylamino)methyl)-N-(3-methoxybenzyl)pyridin-4-amine N1(N=CC=C1)C1=CC=C(CN(C2=CC(=NC=C2)CN(C)C)CC2=CC(=CC=C2)OC)C=C1